O1C(=CC2=C1C=CC=C2)C2=C1N=CC(=NC1=CC(=C2)C)C2=COC=C2 5-(benzofuran-2-yl)-2-(furan-3-yl)-7-methylquinoxaline